((R)-1-(4-fluorophenyl)-3,4-dihydroisoquinolin-2(1H)-yl)((R)-6-oxa-2,9-diazaspiro[4.5]decan-2-yl)methanone FC1=CC=C(C=C1)[C@H]1N(CCC2=CC=CC=C12)C(=O)N1C[C@]2(CC1)OCCNC2